N-[(1'S,14R)-4,6,17,19-tetrafluorospiro[8,12-dioxa-21-azatetracyclo[14.3.1.110,13.02,7]henicosa-1(19),2,4,6,10,13(21),16(20),17-octaene-14,3'-cyclopentane]-1'-yl]methanesulfonamide FC=1C=C2C3=C(C=C(C(C[C@]4(C[C@H](CC4)NS(=O)(=O)C)C=4OC=C(COC2=C(C1)F)N4)=C3)F)F